2,2'-oxybis(1,4-ditert-butylbenzene) O(C1=C(C=CC(=C1)C(C)(C)C)C(C)(C)C)C1=C(C=CC(=C1)C(C)(C)C)C(C)(C)C